C(N)(=O)C1CC(N(CC1)C=1N=C2C(=NC1)N=C(S2)NC(OC(C)(C)C)=O)=O tert-butyl (6-(4-carbamoyl-2-oxopiperidin-1-yl)thiazolo[4,5-b]pyrazin-2-yl)carbamate